C(CS)(=O)[O-].[Sn+4].C(CS)(=O)[O-].C(CS)(=O)[O-].C(CS)(=O)[O-] tin (IV) thioglycolate